C(C)(C)(C)C=1C(=C(C=CC1NC)[Pd]Cl)C(C)(C)C (di-tert-butyl-p-methylaminophenyl)palladium(II) chloride